6-(4-(2-(benzyloxy)-1-methylcyclobutyl)piperazin-1-yl)-1-(1-(bicyclo[1.1.1]pentan-1-yl)-1H-pyrazol-4-yl)-5-chloro-1H-indazole C(C1=CC=CC=C1)OC1C(CC1)(C)N1CCN(CC1)C1=C(C=C2C=NN(C2=C1)C=1C=NN(C1)C12CC(C1)C2)Cl